2-[(1S)-2-[methyl-(phenylmethyl)amino]-1-[3-(trifluoromethyl)phenyl]ethyl]malonic acid 1,3-dimethyl ester COC(C(C(=O)OC)[C@H](CN(CC1=CC=CC=C1)C)C1=CC(=CC=C1)C(F)(F)F)=O